IC[C@H]1OC(C[C@@H]1O)OC (2S,3S)-2-(iodomethyl)-5-methoxyoxolan-3-ol